[C-](S(=O)(=O)C(F)(F)F)(S(=O)(=O)C(F)(F)F)S(=O)(=O)C(F)(F)F.[Na+] sodium tris(trifluoromethanesulfonyl)methide